1-(2-(4,4-dimethylpiperidin-1-yl)pyrimidin-5-yl)cyclohexane-1,4-diamine CC1(CCN(CC1)C1=NC=C(C=N1)C1(CCC(CC1)N)N)C